2-(4-azido-6,6,6-trifluoro-n-hexyl)benzisothiazole-3-one dioxide N(=[N+]=[N-])C(CCCN1S(C2=C(C1=O)C=CC=C2)(=O)=O)CC(F)(F)F